trans-1-(1'-(azetidin-3-yl)-3-fluoro-[1,4'-bipiperidin]-4-yl)-3-(4-phenoxyphenyl)-1H-pyrazolo[3,4-d]pyrimidin-4-amine trifluoroacetate FC(C(=O)O)(F)F.N1CC(C1)N1CCC(CC1)N1CC(C(CC1)N1N=C(C=2C1=NC=NC2N)C2=CC=C(C=C2)OC2=CC=CC=C2)F